ClC1=C(C=CC2=C1N=C(O2)C)C2=CC1=C(N=C(N=C1)NC1=CC=C(C=C1)N1CCN(CC1)CC)N1C2=NN=C1 6-(4-chloro-2-methylbenzo[d]oxazol-5-yl)-N-(4-(4-ethylpiperazin-1-yl)phenyl)-[1,2,4]triazolo[4',3':1,6]pyrido[2,3-d]pyrimidin-2-amine